C1(CCCCC1)C1=NC=NC(=C1C1=NC=C2NC(N(C2=N1)CC1=CC=C(C=C1)N1N=C(C=C1C)C(F)(F)F)=O)C1CCCCC1 2-(4,6-dicyclohexylpyrimidin-5-yl)-9-([4-[5-methyl-3-(trifluoromethyl)pyrazol-1-yl]phenyl]methyl)-7H-purin-8-one